1-[(2R,5R)-4-[tert-butyl(dimethyl)silyl]oxy-3-methoxy-5-[(tetrahydropyran-4-ylideneamino)oxymethyl]tetrahydrofuran-2-yl]pyrimidine-2,4-dione [Si](C)(C)(C(C)(C)C)OC1C([C@@H](O[C@@H]1CON=C1CCOCC1)N1C(NC(C=C1)=O)=O)OC